Methyl 5-(((benzyloxy)carbonyl)amino)-2-bromo-4-hydroxybenzoate C(C1=CC=CC=C1)OC(=O)NC=1C(=CC(=C(C(=O)OC)C1)Br)O